COC1=CC2=C(C(C3(CC3)N(CC2)S(=O)(=O)CC2=CC=CC=C2)=O)C=C1 7-methoxy-3-toluenesulfonyl-4,5-dihydrospiro[benzo[d]azepin-2,1'-cyclopropane]-1(3H)-one